trans-perfluorodecalin FC1(C(C(C([C@@]2(C(C(C(C([C@@]12F)(F)F)(F)F)(F)F)(F)F)F)(F)F)(F)F)(F)F)F